tert-butyl methyl propane-1,3-diyldicarbamate C(CCNC(OC)=O)NC(OC(C)(C)C)=O